Cl.COC(C=CCC)=O pent-2-enoic acid methyl ester hydrochloride